tert-butyl 9-[[4-(3-cyanophenyl)-5-(4-methylquinazolin-6-yl)thiazol-2-yl]carbamoyl]-1-oxa-4,9-diazaspiro[5.5]undecane-4-carboxylate C(#N)C=1C=C(C=CC1)C=1N=C(SC1C=1C=C2C(=NC=NC2=CC1)C)NC(=O)N1CCC2(CN(CCO2)C(=O)OC(C)(C)C)CC1